FC(F)(F)SC1=CC=C(C=C1)N[C@@H]1CC[C@H](CC1)S(=O)(=O)C1=CC=C(C=C1)C=1C=C2C(=CNC2=CC1)C#N 5-(4-{[trans-4-({4-[(trifluoromethyl)sulfanyl]phenyl}Amino)cyclohexyl]sulfonyl}phenyl)-1H-indole-3-carbonitrile